CC1=NN=C2N1C=C(C=C2)C2=CC=C(C=C2)S(=O)(=O)N2CCC(CC2)NC2=NC=C(C=C2)OC(F)(F)F N-[1-(4-{3-methyl-[1,2,4]triazolo[4,3-a]pyridin-6-yl}benzenesulfonyl)piperidin-4-yl]-5-(trifluoromethoxy)pyridin-2-amine